1-(4-Bromophenyl)-4-hydroxy-3-(4-methoxyphenyl)-7-(trifluoromethyl)-1,8-naphthyridine BrC1=CC=C(C=C1)N1CC(=C(C2=CC=C(N=C12)C(F)(F)F)O)C1=CC=C(C=C1)OC